3-methyl-N-(4-methylthiophen-3-yl)-5-oxo-1-phenyl-4,5-dihydro-1H-pyrazole-4-carboxamide CC1=NN(C(C1C(=O)NC1=CSC=C1C)=O)C1=CC=CC=C1